m-hydroxytrifluorotoluene OC=1C=C(C(F)(F)F)C=CC1